n-Octene C=CCCCCCC